FC=1C(=C(C=CC1F)[C@@H]1[C@H](O[C@]([C@@H]1C)(C(F)(F)F)C)C(=O)NC1=CC(=NC=C1)C(=O)N)C=C 4-[[(2S,3r,4r,5r)-3-(3,4-difluoro-2-vinyl-phenyl)-4,5-dimethyl-5-(trifluoromethyl)tetrahydrofuran-2-carbonyl]amino]pyridine-2-carboxamide